FC(C(C(C(C(C(C(C(S(=O)(=O)[O-])(F)F)(F)F)(F)F)(F)F)(F)F)(F)F)(F)F)F hexadecafluorooctansulphonate